6-Bromo-2-{4-[4-(2-methoxyethyl)piperazin-1-yl]phenyl}-N-[(3S)-1-methylpyrrolidin-3-yl]-3H-imidazo[4,5-b]pyridin-7-amine BrC=1C(=C2C(=NC1)NC(=N2)C2=CC=C(C=C2)N2CCN(CC2)CCOC)N[C@@H]2CN(CC2)C